FC(C1=NC=C(C(=C1)C1=C(C=NC(=C1)N1C(C=2N(CC1)N=CC2)=O)C(=O)OCC2=CC=CC=C2)OC)F benzyl 2'-(difluoromethyl)-5'-methoxy-6-(4-oxo-6,7-dihydropyrazolo[1,5-a]pyrazin-5(4H)-yl)-[4,4'-bipyridine]-3-carboxylate